1,8-Di-azabicyclo[5.4.0]undec-7-en N12CCCCCC2=NCCC1